(R)-4-(7-bromo-2,6-dichloro-3-cyano-8-fluoroquinolin-4-yl)-2-methylpiperazine-1-carboxylate BrC1=C(C=C2C(=C(C(=NC2=C1F)Cl)C#N)N1C[C@H](N(CC1)C(=O)[O-])C)Cl